C(C)(C)[Si](OC1=CC=C(C=C1)B(O)O)(C(C)C)C(C)C 4-(TRIISOPROPYLSILYLOXY)PHENYL-BORONIC ACID